FC1(CCC(CC1)C1=NC=CC(=C1NC(C1=CN=C(C=C1)OC(F)F)=O)C1=C(C=CC=C1)F)F N-(2-(4,4-difluorocyclohexyl)-4-(2-fluorophenyl)pyridin-3-yl)-6-(difluoromethoxy)nicotinamide